C1(CCCCC1)COC=1C=C(C=CC1)S(=O)CCN 2-(3-(cyclohexylmethoxy)phenylsulfinyl)ethanamine